Pyrazine-2-carboxylic acid methyl ester hydrochloride Cl.COC(=O)C1=NC=CN=C1